tert-butyl (3R,4S)-3-{[6-chloro-8-(methoxycarbonyl)pyrido[3,2-d]pyrimidin-4-yl]amino}-4-fluoropiperidine-1-carboxylate ClC=1C=C(C=2N=CN=C(C2N1)N[C@@H]1CN(CC[C@@H]1F)C(=O)OC(C)(C)C)C(=O)OC